6-(6-ethoxypyridin-3-yl)-N-((2-hydroxybenzyl)oxy)pyrazine-2-carboxamide C(C)OC1=CC=C(C=N1)C1=CN=CC(=N1)C(=O)NOCC1=C(C=CC=C1)O